C[Si](O[Si](O[Si](O[Si](C)(C)C)(C1=CC=CC=C1)C)(C1=CC=CC=C1)C)(C1=CC=CC=C1)C1=CC=CC=C1 1,3,5,7,7,7-Hexamethyl-1,1,3,5-tetraphenyltetrasiloxan